spiro[benzo[d][1,3]oxazine-4,3'-piperidin]-2(1H)-one N1CC2(CCC1)C1=C(NC(O2)=O)C=CC=C1